1-((3-cyclopropylpyrazin-2-yl)methyl)-3-((1r,4r)-4-(2-fluoro-6-methylphenyl)cyclohexyl)-7-methyl-1,8-naphthyridin-2(1H)-one C1(CC1)C=1C(=NC=CN1)CN1C(C(=CC2=CC=C(N=C12)C)C1CCC(CC1)C1=C(C=CC=C1C)F)=O